N1C(C=CC=C1)=O ortho-pyridinone